N-((S)-1-(3-methoxyphenyl)hexan-2-yl)benzamide COC=1C=C(C=CC1)C[C@H](CCCC)NC(C1=CC=CC=C1)=O